O=C1C[C@]2(CC3=CC=CC=C3CC2)CCC1C(=O)OC methyl (1R)-3-oxo-3',4'-dihydro-1'H-spiro[cyclohexane-1,2'-naphthalene]-4-carboxylate